N-(2-{4-[(sulfamoyl)amino]hexahydropyridin-1-yl}-5-fluorophenyl)-8-(propan-2-yloxy)imidazo[3,2-a]pyrazine-6-carboxamide hydrochloride Cl.S(N)(=O)(=O)NC1CCN(CC1)C1=C(C=C(C=C1)F)NC(=O)C=1N=C(C=2N(C1)C=CN2)OC(C)C